(S)-2-(1-(4-amino-3-(2,3-difluoro-4-methoxyphenyl)-1H-pyrazolo[3,4-d]pyrimidin-1-yl)ethyl)-5-chloro-3-phenylquinazolin-4(3H)-one phosphate P(=O)(O)(O)O.NC1=C2C(=NC=N1)N(N=C2C2=C(C(=C(C=C2)OC)F)F)[C@@H](C)C2=NC1=CC=CC(=C1C(N2C2=CC=CC=C2)=O)Cl